ClC1=C(C=C(OCC(=O)N[C@@H]2CN[C@H](CC2)C=2OC(=NN2)OCCO[C@@H]2C(C2)(F)F)C=C1)F 2-(4-chloro-3-fluorophenoxy)-N-[(3S,6r)-6-(5-{2-[(1S)-2,2-difluorocyclopropoxy]ethoxy}-1,3,4-oxadiazol-2-yl)piperidin-3-yl]acetamide